(4R)-4-(3-chloro-2-fluorophenyl)-5-fluoro-4-methyl-6-({1-[(1S,4S)-2-oxa-5-azabicyclo[2.2.1]heptane-5-carbonyl]azetidin-3-yl}amino)-3,4-dihydro-2,7-naphthyridin-1(2H)-one ClC=1C(=C(C=CC1)[C@]1(CNC(C2=CN=C(C(=C12)F)NC1CN(C1)C(=O)N1[C@@H]2CO[C@H](C1)C2)=O)C)F